FC1=C(C=CC(=C1)C(F)(F)F)COC1CN(C1)C(CCC1=CC=NN1)=O 1-[3-[[2-fluoro-4-(trifluoromethyl)phenyl]methoxy]azetidin-1-yl]-3-(1H-pyrazol-5-yl)propan-1-one